5-(methylsulfanyl)-4H-pyrazole CSC=1CC=NN1